trifluoroethyl-methyl mercaptan FC(CCS)(F)F